C(C)(C)(C)OC(=O)N[C@H]1C[C@H](C1)CC(=O)O cis-2-[3-(tert-butoxycarbonylamino)cyclobutyl]acetic acid